C1(=CC=CC=C1)CC(=O)OC1=NC2=CC(=CC=C2C=C1)OCCCCN1CCN(CC1)C1=CC=CC=2SC=CC21 7-(4-(4-(benzo[b]thiophen-4-yl)piperazin-1-yl)butoxy)quinolin-2-yl 2-phenylacetate